(Z)-7-((1H-pyrazol-4-yl)amino)-8-(octadec-9-en-1-ylamino)-8-oxooctyl nonanoate C(CCCCCCCC)(=O)OCCCCCCC(C(=O)NCCCCCCCC\C=C/CCCCCCCC)NC=1C=NNC1